[2-fluoro-5-[6-fluoro-4-methylsulfanyl-1-(2-trimethylsilylethoxymethyl)indol-5-yl]oxy-phenyl]boronic acid FC1=C(C=C(C=C1)OC=1C(=C2C=CN(C2=CC1F)COCC[Si](C)(C)C)SC)B(O)O